2-methoxybenzoic acid tert-butyl ester C(C)(C)(C)OC(C1=C(C=CC=C1)OC)=O